FC1=CC=C(C=C1)C1=CC=C(C=C1)F 1-fluoro-4-(4-fluorophenyl)benzene